C(C=C)(=O)OCCCC1(C(=O)O)C(C(=O)O)CCCC1 acryloyloxypropyl-hexahydrophthalic acid hydrogen ester